CN(C1CCN(CC1)C1=CC=C(C=C1)NC=1N=C(C2=C(N1)C=CS2)N2N=CCC2C2=CC=CC=C2)C N-(4-(4-(dimethylamino)piperidin-1-yl)phenyl)-4-(5-phenyl-4,5-dihydro-1H-pyrazol-1-yl)thieno[3,2-d]pyrimidin-2-amine